N-[2-[(4-bromo-2-methyl-pyrazol-3-yl)methoxy]ethyl]-N-methyl-carbamic acid tert-butyl ester C(C)(C)(C)OC(N(C)CCOCC=1N(N=CC1Br)C)=O